8-(5-Nitropyridin-2-yl)-1,3,8-triazaspiro[4.5]decane-2,4-dione [N+](=O)([O-])C=1C=CC(=NC1)N1CCC2(C(NC(N2)=O)=O)CC1